N-(2-(3,3-difluoropyrrolidin-1-yl)-4-(3-meth-yl-1H-pyrazol-5-yl)pyridin-3-yl)-2-isopropyl-pyrimidine-5-carboxamide FC1(CN(CC1)C1=NC=CC(=C1NC(=O)C=1C=NC(=NC1)C(C)C)C1=CC(=NN1)C)F